BrC1=CC=C2C(=N1)N=C(N2)C2COCC2 5-bromo-2-(oxolan-3-yl)-1H-imidazo[4,5-b]pyridine